2-(6-(5,5-dimethyl-6,7-dihydro-5H-pyrrolo[2,1-c][1,2,4]triazol-3-yl)pyridin-2-yl)-6-(isopropyl(methyl)amino)-4-(piperazin-1-yl)-2,3-dihydro-1H-pyrrolo[3,4-c]pyridin-1-one CC1(CCC2=NN=C(N21)C2=CC=CC(=N2)N2CC=1C(=NC(=CC1C2=O)N(C)C(C)C)N2CCNCC2)C